(S)-3-((7-(6-chloro-1-(pyrrolidin-3-yl)-1,2,3,4-tetrahydroquinolin-8-yl)thieno[3,2-b]pyridin-2-yl)methyl)-1-(2,2,2-trifluoroethyl)pyrimidine ClC=1C=C2CCCN(C2=C(C1)C1=C2C(=NC=C1)C=C(S2)CN2CN(C=CC2)CC(F)(F)F)[C@@H]2CNCC2